ClC=1C=C(C=CC1OCC1CCOCC1)S(=O)(=O)NC(C1=C(C=CC=C1)OC=1C=C2C(=NC1)NC=C2)=O N-{[3-chloro-4-(tetrahydro-2H-pyran-4-ylmethoxy)phenyl]sulfonyl}-2-(1H-pyrrolo[2,3-b]pyridin-5-yloxy)benzamide